ClC1=C(C(=NN1CC)C1=NOC=C1)C=O 5-Chloro-1-ethyl-3-(isoxazol-3-yl)-1H-pyrazole-4-carbaldehyde